(2R)-2-((8R,9aS)-8-amino-1-oxo-5-phenethylhexahydro-1H-pyrrolo[1,2-a][1,4]diazepin-2(3H)-yl)-N1-(3,4-dichlorobenzyl)pentanediamide N[C@@H]1C[C@@H]2N(C(CCN(C2=O)[C@@H](C(=O)NCC2=CC(=C(C=C2)Cl)Cl)CCC(=O)N)CCC2=CC=CC=C2)C1